3,4-bis(benzyloxy)-5-[(benzyloxy)methyl]Tetrahydrofuran-2-ol C(C1=CC=CC=C1)OC1C(OC(C1OCC1=CC=CC=C1)COCC1=CC=CC=C1)O